(2R,3R,4R,5R)-2-((benzoyloxy)methyl)-5-(9H-purin-9-yl-6-d)tetrahydrofuran-3,4-diyl dibenzoate C(C1=CC=CC=C1)(=O)O[C@@H]1[C@H](O[C@H]([C@@H]1OC(C1=CC=CC=C1)=O)N1C2=NC=NC(=C2N=C1)[2H])COC(C1=CC=CC=C1)=O